tantalum phosphorus oxide [P]=O.[Ta]